N-[2-(carbamoylamino)ethyl]-6-[8-(prop-2-enamido)naphthalen-2-yl]pyridine-2-carboxamide C(N)(=O)NCCNC(=O)C1=NC(=CC=C1)C1=CC2=C(C=CC=C2C=C1)NC(C=C)=O